FC(C=1C=C(COC2CCC2)C=CC1)(F)F cis-3-{[3-(trifluoromethyl)benzyl]oxy}cyclobutane